O=C1NC=C(C(N1)=O)C1=CC(=C(N=N1)C)N1CC(CC1)OC1=CC=C(C#N)C=C1 4-[1-[6-(2,4-dioxo-1H-pyrimidin-5-yl)-3-methyl-pyridazin-4-yl]pyrrolidin-3-yl]oxybenzonitrile